tert-butyl (7-(4-(4,4-difluoropiperidine-1-carbonyl)phenyl)-5-(trifluoromethyl)benzofuran-2-yl)methylcarbamate FC1(CCN(CC1)C(=O)C1=CC=C(C=C1)C1=CC(=CC=2C=C(OC21)CNC(OC(C)(C)C)=O)C(F)(F)F)F